COC1=C(CCN)C=C(C(=C1)OC)OC 2,4,5-trimethoxy-phenethylamine